CCC[SiH](OCC)OCC (3-propyl)diethoxysilane